6-methoxy-2-(6-(methyl-(piperidin-4-yl)amino)-pyridazin-3-yl)-1,4-dihydroisoquinolin-3(2H)-one COC=1C=C2CC(N(CC2=CC1)C=1N=NC(=CC1)N(C1CCNCC1)C)=O